C1(CCC1)CN(C(OC(C)(C)C)=O)[C@H]1CN(CCC1)C1=NC(=C(C=C1)C(C)O)F tert-butyl (cyclobutyl methyl)((3R)-1-(6-fluoro-5-(1-hydroxyethyl)pyridin-2-yl)piperidin-3-yl)carbamate